4-{(1S,3S)-2,2-dimethyl-3-[3-(2-methylpyridin-3-yl)-1,2,4-oxadiazol-5-yl]cyclopropyl}benzenesulfonamide CC1([C@H]([C@@H]1C1=NC(=NO1)C=1C(=NC=CC1)C)C1=CC=C(C=C1)S(=O)(=O)N)C